C(C1=CC=CC=C1)OC(=O)N[C@@]1(CN([C@H](C=CC1)C)C(=O)OCC1=CC=CC=C1)C(=O)OC O1-benzyl O3-methyl (3S,7S)-3-(benzyloxycarbonylamino)-7-methyl-4,7-dihydro-2H-azepine-1,3-dicarboxylate